2-[(4-{3-[(2-chloro-4-methylphenyl)(methyl)amino]phenoxy}piperidin-1-yl)methyl]-1-{[(2S)-oxetan-2-yl]methyl}-1H-1,3-benzodiazole-6-carboxylic acid ClC1=C(C=CC(=C1)C)N(C=1C=C(OC2CCN(CC2)CC2=NC3=C(N2C[C@H]2OCC2)C=C(C=C3)C(=O)O)C=CC1)C